3-(indolin-1-ylsulfonyl)-N-(2-methylbenzo[d]thiazol-6-yl)benzamide N1(CCC2=CC=CC=C12)S(=O)(=O)C=1C=C(C(=O)NC2=CC3=C(N=C(S3)C)C=C2)C=CC1